C1(=CC=CC=C1)C1=CC2=C(N(N=N2)CC2=CC=C(C=C2)C(F)(F)F)C(=C1)N[C@@H](C)C1=CC=C(C(=O)O)C=C1 (S)-4-(1-(5-phenyl-1-(4-(trifluoromethyl)benzyl)-1H-benzo[d][1,2,3]triazol-7-ylamino)ethyl)benzoic acid